5-bromo-1-methyl-1H-pyrrolo[2,3-b]pyridine-6-carbonitrile BrC=1C=C2C(=NC1C#N)N(C=C2)C